COC(=O)C1=CN(CC=C1)OS(=O)(=O)C(F)(F)F (trifluoromethyl-(Sulfonyl)oxy)-1,6-dihydropyridine-3-carboxylic acid methyl ester